C(C)(C)(C)OC(C(N1C[C@@H](CC1)OCCCCC1=NC=2NCCCC2C=C1)C1=C(C=CC(=C1)F)C1OC(CC1)(C)C)=O 2-(2-(5,5-Dimethyltetrahydrofuran-2-yl)-5-fluorophenyl)-2-((R)-3-(4-(5,6,7,8-tetrahydro-1,8-naphthyridin-2-yl)butoxy)pyrrolidin-1-yl)acetic acid tert-butyl ester